9-(((2-(4-cyclopropyl-6-methoxypyrimidin-5-yl)imidazo[2,1-f][1,2,4]triazin-4-yl)amino)methyl)-2-(trifluoromethyl)-5H-benzo[f]imidazo[1,2-d][1,4]diazepin-6(7H)-one C1(CC1)C1=NC=NC(=C1C1=NN2C(C(=N1)NCC1=CC3=C(C=4N(CC(N3)=O)C=C(N4)C(F)(F)F)C=C1)=NC=C2)OC